1-(2-((8-(tert-butyloxycarbonyl)-2,8-diazaspiro[4.5]decan-2-yl)methyl)-5-(trifluoromethyl)phenyl)piperidine-4-carboxylic acid C(C)(C)(C)OC(=O)N1CCC2(CCN(C2)CC2=C(C=C(C=C2)C(F)(F)F)N2CCC(CC2)C(=O)O)CC1